C(C)(C)(C)OC(=O)N1CC2(C(NC3=CC(=CC=C3C2)C2=C(C=CC(=C2)C(C)C)OC)=O)CC1 7'-(5-isopropyl-2-methoxyphenyl)-2'-oxo-2',4'-dihydro-1'H-spiro[pyrrolidine-3,3'-quinoline]-1-carboxylic acid tert-butyl ester